N-[4-(5-chloro-1,3-benzoxazol-2-yl)-1-bicyclo[2.2.2]octanyl]-5-(trifluoromethyl)furan-2-carboxamide ClC=1C=CC2=C(N=C(O2)C23CCC(CC2)(CC3)NC(=O)C=3OC(=CC3)C(F)(F)F)C1